[Si](C1=CC=CC=C1)(C1=CC=CC=C1)(C(C)(C)C)OC\C=C(\CO)/F (Z)-4-((tert-butyldiphenylsilyl)oxy)-2-fluorobut-2-en-1-ol